C(C(C)C)N(CCC(C=CC=C)=C)CC(C)C 1-diisobutylamino-3-methylenehepta-4,6-diene